1-(diethoxymethyl)-1H-indole-3-carbonitrile C(C)OC(N1C=C(C2=CC=CC=C12)C#N)OCC